OC[C@]1(CN(CCC1)CCCCCCC(=O)OCC)C |o1:2| (R or S)-ethyl 7-(3-(hydroxymethyl)-3-methylpiperidin-1-yl)heptanoate